C(C)(C)(C)OC(CC[C@@H](C(=O)N)N1C(C2=CC=C(C(=C2C1)C)Br)=O)=O (S)-5-amino-4-(5-bromo-4-methyl-1-oxoisoindolin-2-yl)-5-oxopentanoic acid tert-butyl ester